(R)-7-(3,4-dimethylphenyl)-N-(1,1-dioxido-2,3-dihydrothiophen-3-yl)-1H-benzo[d]imidazole-4-carboxamide CC=1C=C(C=CC1C)C1=CC=C(C2=C1NC=N2)C(=O)N[C@H]2CS(C=C2)(=O)=O